2,2'-((methylenebis(4-ethyl-6-methyl-2,1-phenylene))bis(oxy))diacetamide C(C1=C(C(=CC(=C1)CC)C)OCC(=O)N)C1=C(C(=CC(=C1)CC)C)OCC(=O)N